(R)-1-(3-bromophenyl)piperidin-3-ol BrC=1C=C(C=CC1)N1C[C@@H](CCC1)O